FC1CNC(C2=CC=CC=C12)C 4-fluoro-1-methyl-1,2,3,4-tetrahydroisoquinoline